FC(CCC(=O)OCN1C(CCC2=CC=C(C=C12)CCN1CCN(CC1)C1=CC(=CC=2SC=CC21)F)=O)(F)F (7-(2-(4-(6-fluorobenzo[b]thiophen-4-yl)piperazin-1-yl)ethyl)-2-oxo-3,4-dihydroquinolin-1(2H)-yl)methyl 4,4,4-trifluorobutanoate